dodecane-1,12-diol dimethacrylate C(C(=C)C)(=O)OCCCCCCCCCCCCOC(C(=C)C)=O